7-[5-(11,13-dioxa-12-boradispiro[4.0.46.35]tridecan-12-yl)-2-methoxyphenyl]cinnolin-4-amine C1CCCC12C1(CCCC1)OB(O2)C=2C=CC(=C(C2)C2=CC=C1C(=CN=NC1=C2)N)OC